7-(pyrrolidine-1-carbonyl)-4-(o-tolyl)isoquinolin-1(2H)-one N1(CCCC1)C(=O)C1=CC=C2C(=CNC(C2=C1)=O)C1=C(C=CC=C1)C